NCC1CCC(N1)=O 5-aminomethyl-pyrrolidin-2-one